4-bromo-2-(difluoromethyl)-2H-indazole-6-carboxylic acid methyl ester COC(=O)C=1C=C(C2=CN(N=C2C1)C(F)F)Br